rac-methyl (5aR,6S,7R,8aR)-3-chloro-5a-(4-chlorophenyl)-8a-hydroxy-8-oxo-6-phenyl-5a,7,8,8a-tetrahydro-6H-cyclopenta[4,5]furo[3,2-b]pyridine-7-carboxylate ClC=1C=C2C(=NC1)[C@]1([C@@](O2)([C@@H]([C@H](C1=O)C(=O)OC)C1=CC=CC=C1)C1=CC=C(C=C1)Cl)O |r|